3,5-di-tert-butyl-4-hydroxy-benzoic acid (di-n-octylthio) ethyl ester C(C)OC(C1=CC(=C(C(=C1)C(C)(C)C)O)C(C)(C)C)=O.C(CCCCCCC)SCCCCCCCC